N,N-dibenzyl-3-(methoxymethyl)cyclobutan-1-amine C(C1=CC=CC=C1)N(C1CC(C1)COC)CC1=CC=CC=C1